3-bromo-5-methoxy-benzaldehyde BrC=1C=C(C=O)C=C(C1)OC